CC1(CC1)C(=O)O 1-methylcyclopropane-carboxylic acid